ClC=1C=CC(=C(C1)C1=CC(=C(N=N1)C1CCC(CC1)C(=O)OC)NC1=CC(=NC=C1)NC(CCN1CCN(CC1)C)=O)F methyl (1s,4s)-4-(6-(5-chloro-2-fluorophenyl)-4-((2-(3-(4-methylpiperazin-1-yl)propanamido)pyridin-4-yl)amino)pyridazin-3-yl)cyclohexane-1-carboxylate